S1(SC(C2=C1C=CC=C2)=O)(=O)=O 3H-1,2-benzodithiol-3-one-1,1-dioxide